2-(methacryloyloxy)ethylureidoglycinamide C(C(=C)C)(=O)OCCNC(NNCC(=O)N)=O